C(C)(C)N1N=C(N=C1C1C2CC(CC12)=O)C1=CC(=CC=C1)C(F)(F)F 6-(1-isopropyl-3-(3-(trifluoromethyl)phenyl)-1H-1,2,4-triazol-5-yl)bicyclo[3.1.0]hexan-3-one